3-((5-chloro-2-((4-((4-methylpiperazin-1-yl)methyl)phenyl)amino)pyrimidin-4-yl)amino)-N,N-dimethylpyridine-4-sulfonamide ClC=1C(=NC(=NC1)NC1=CC=C(C=C1)CN1CCN(CC1)C)NC=1C=NC=CC1S(=O)(=O)N(C)C